C(C)(C)(C)OC(CC[C@H](NC(=O)OCC1C2=CC=CC=C2C2=CC=CC=C12)C(=O)O)=O Fmoc-L-glutamic acid 5-tert-butyl ester